1-(3,5-bis(trifluoromethyl)phenyl)-3-((S)-(6-methoxyquinolin-4-yl)((1S,2S,4S,5R)-5-vinylquinolin-2-yl)methyl)thiourea FC(C=1C=C(C=C(C1)C(F)(F)F)NC(=S)N[C@H](C1=NC2=CC=CC(=C2C=C1)C=C)C1=CC=NC2=CC=C(C=C12)OC)(F)F